tert-Butyl 4-(4-oxo-3H-pyrido[3,4-d]pyrimidin-2-yl)piperazine-1-carboxylate O=C1C2=C(N=C(N1)N1CCN(CC1)C(=O)OC(C)(C)C)C=NC=C2